ClC=1C=C2C(=CC1)NC(C21CCN(CC1)CCOC=1C=C2C(=NN(C2=C(C1)C(F)(F)F)C1CC(C1)(C)O)C#N)=O 5-{2-(5-chloro-2-oxospiro[indoline-3,4'-piperidin]-1'-yl)ethoxy}-1-[(cis)-3-hydroxy-3-methylcyclobutyl]-7-(trifluoromethyl)-1H-indazole-3-carbonitrile